(E)-3-(2,6-dichloro-3,5-dimethoxyphenyl)-1-(1-(4-(dimethylamino)but-2-enoyl)piperidin-4-yl)-7-(pyridin-3-ylamino)-3,4-dihydropyrimido[4,5-d]pyrimidin-2(1H)-one ClC1=C(C(=C(C=C1OC)OC)Cl)N1C(N(C2=NC(=NC=C2C1)NC=1C=NC=CC1)C1CCN(CC1)C(\C=C\CN(C)C)=O)=O